CC=1C=C(C=C(C1O)C)C(C=1C(=C(C(=CC1)C)O)C)C=1C(=C(C(=CC1)C)O)C (3,5-dimethyl-4-hydroxyphenylmethylene)-bis(2,6-dimethylphenol)